BrC1=CN=C(NC1=O)N1CCC(CC1)NC(C1=CC=C(C=C1)C1=NC=CC2=C1C=CO2)=O N-[1-(5-bromo-6-oxo-1,6-dihydropyrimidin-2-yl)piperidin-4-yl]-4-(furo[3,2-c]pyridin-4-yl)benzamide